3-(5-Methyl-1,3-thiazol-2-yl)-5-[(2R)-pyrrolidin-2-ylmethoxy]-N-{(1R)-1-[2-(trifluoromethyl)pyrimidin-5-yl]ethyl}benzamide CC1=CN=C(S1)C=1C=C(C(=O)N[C@H](C)C=2C=NC(=NC2)C(F)(F)F)C=C(C1)OC[C@@H]1NCCC1